2-((2-methoxy-4-(1-(oxetan-3-yl)-4-oxido-1,4-azaphosphinan-4-yl)phenyl)amino)-4-((2-(methyl-sulfonyl)eth-yl)amino)-7H-pyrrolo[2,3-d]pyrimidine-5-carbonitrile COC1=C(C=CC(=C1)P1(CCN(CC1)C1COC1)=O)NC=1N=C(C2=C(N1)NC=C2C#N)NCCS(=O)(=O)C